2-(3,5-dimethylphenoxy)-N-(2-(3,5-dimethylphenoxy)ethyl)-N-methylethan-1-amine CC=1C=C(OCCN(C)CCOC2=CC(=CC(=C2)C)C)C=C(C1)C